CCN(C(O[C@H]1CC[C@]2(CCCN12)COC1=NC2=C(C(=CC=C2C(=N1)N1CC2(CNC(N2)=O)CCC1)Br)F)=O)C ((3S,7ar)-7a-(((7-bromo-8-fluoro-4-(2-oxo-1,3,7-triazaspiro[4.5]dec-7-yl) quinazolin-2-yl) oxy) methyl) hexahydro-1H-pyrrolizin-3-yl) methyldimethylcarbamate